2-benzyl-4-chloro-9H-pyrido[2',3':4,5]pyrrolo[2,3-d]pyrimidine-7-carbonitrile C(C1=CC=CC=C1)C=1N=C(C2=C(N1)NC1=C2N=CC(=C1)C#N)Cl